(R)-N-((1s,4S)-4-ethoxy-4-(trifluoromethyl)cyclohexyl)-4-(5-(6-methylpyrimidin-4-yl)-1H-pyrazole-3-carbonyl)-4-azaspiro[2.5]octane-7-carboxamide C(C)OC1(CCC(CC1)NC(=O)[C@@H]1CCN(C2(CC2)C1)C(=O)C1=NNC(=C1)C1=NC=NC(=C1)C)C(F)(F)F